(2-methylprop-1-en-1-yl)-N-(1-(3,4,5-trimethoxyphenyl)-1H-imidazol-4-yl)-1H-pyrazolo[3,4-d]pyrimidin-4-amine CC(=CN1N=CC=2C1=NC=NC2NC=2N=CN(C2)C2=CC(=C(C(=C2)OC)OC)OC)C